ClC1=CC=C(C(=N1)C)C(=O)NC12CCC(CC1)(C2)NC(OC(C)(C)C)=O tert-butyl N-[4-[(6-chloro-2-methyl-pyridine-3-carbonyl)amino] norbornan-1-yl]carbamate